C(C1=CC=CC=C1)OC1=C(C=O)C(=CC(=C1)COC)O 2-(Benzyloxy)-6-hydroxy-4-(methoxymethyl)benzaldehyde